C(C)(SC1OCCCC1)=O S-(Tetrahydro-2H-pyran-2-yl) ethanethioate